N-(cis-9-cis-12-octadecadienyl)sulfamide CCCCC/C=C\C/C=C\CCCCCCCCNS(=O)(=O)N